BrCCCCCCC1=CC=C(N(C)C)C=C1 4-(6-bromohexyl)-N,N-dimethylaniline